[(2S,3S,4R,5R)-5-[2-chloro-4-[[(1R)-1-phenylethyl]amino]-pyrrolo[2,3-d]-pyrimidin-7-yl]-3,4-dihydroxy-tetrahydro-furan-2-yl]methyl-sulfonylmethylphosphonic acid ClC=1N=C(C2=C(N1)N(C=C2)[C@H]2[C@@H]([C@@H]([C@H](O2)CS(=O)(=O)CP(O)(O)=O)O)O)N[C@H](C)C2=CC=CC=C2